ClC1=CC=C(N=N1)NC(=O)C=1C(=CC=2N(C1)C=C(N2)C)OCC N-(6-chloropyridazin-3-yl)-7-ethoxy-2-methylimidazo[1,2-a]pyridine-6-carboxamide